tert-Butyl (S)-3-(4-(2,4-dioxo-3-((2-(trimethylsilyl)ethoxy)methyl)tetrahydropyrimidin-1(2H)-yl)-1H-indol-1-yl)piperidine-1-carboxylate O=C1N(CCC(N1COCC[Si](C)(C)C)=O)C1=C2C=CN(C2=CC=C1)[C@@H]1CN(CCC1)C(=O)OC(C)(C)C